N1=CC(=CC=C1)C#CC1=CC=C(C=C1)CN1CC(C1)C(=O)O 1-({4-[2-(pyridin-3-yl)ethynyl]phenyl}methyl)azetidine-3-carboxylic acid